C[C@H](CCCCO)CCCCCC (S)-5-methylundecanol